N[C@H]1CC[C@H](CC1)C1=C(C=CC(=C1)C=1C=NC=CC1C#N)C=1C(=NC(=NC1)C1=C(C=CC=C1OC)F)C(=O)N (2-((cis)-4-aminocyclohexyl)-4-(4-cyanopyridin-3-yl)phenyl)-2-(2-fluoro-6-methoxyphenyl)pyrimidine-4-carboxamide